C(#N)C1=C(C=CC2=CC=CC=C12)C1=C(C=NN1C)C1=CC=C2C(NN=C(C2=C1)C(C)NS(=O)C(C)(C)C)=O N-[1-[7-[5-(1-cyano-2-naphthyl)-1-methyl-pyrazol-4-yl]-4-oxo-3H-phthalazin-1-yl]ethyl]-2-methyl-propane-2-sulfinamide